NCCCCCNC(=O)C1=C(C=C(C=C1)NC(=O)C=1N(C(=CN1)C=1C(=NN(C1)C1C(C1)(F)F)C(F)(F)F)C)Cl N-(4-((5-aminopentyl)carbamoyl)-3-chlorophenyl)-5-(1-(2,2-difluorocyclopropyl)-3-(trifluoromethyl)-1H-pyrazol-4-yl)-1-methyl-1H-imidazole-2-carboxamide